C(CCCCCCC\C=C/CCCCCCCC)(=O)OCCCCCCCCCCCCCCCCCCCCCCCC(=O)O 24-oleoyloxy-tetracosanoic acid